C(C1=CC=CC=C1)NCCNCC1=CC=CC=C1 benzyl-(2-(benzylamino)ethyl)amine